1-cyclopentyl-3-(5-cyclopropyl-4-(1-methyl-1H-pyrazol-3-yl)isoxazol-3-yl)-1H-pyrazolo[4,3-c]pyridin-4-amine C1(CCCC1)N1N=C(C=2C(=NC=CC21)N)C2=NOC(=C2C2=NN(C=C2)C)C2CC2